2-(2-oxo-2-(p-tolyl)ethyl)isoindoline-1,3-dione O=C(CN1C(C2=CC=CC=C2C1=O)=O)C1=CC=C(C=C1)C